COCCOC=1C=C(CN(C=2SC=C(N2)C)CC2=CC(=CC=C2)OCCOC)C=CC1 N,N-bis(3-(2-methoxyethoxy)benzyl)-4-methylthiazol-2-amine